methyl 2-[4-[2-[3-[3-amino-6-(2-hydroxyphenyl)pyridazin-4-yl]-3,8-diazabicyclo[3.2.1]octan-8-yl]pyrimidin-5-yl]piperazin-1-yl]spiro[3.3]heptane-6-carboxylate NC=1N=NC(=CC1N1CC2CCC(C1)N2C2=NC=C(C=N2)N2CCN(CC2)C2CC1(C2)CC(C1)C(=O)OC)C1=C(C=CC=C1)O